(2-(2-(2,6-Dioxopiperidin-3-yl)-1,3-Dioxoisoindolin-5-yl)-2,7-diazaspiro[3.5]nonan-7-yl)acetic acid O=C1NC(CCC1N1C(C2=CC=C(C=C2C1=O)N1CC2(C1)CCN(CC2)CC(=O)O)=O)=O